NC1=NC(=NC=C1OC1=CC(=NC=C1C(C)C)C#C)NC(CO)CO 2-((4-amino-5-((2-ethynyl-5-isopropyl-pyridin-4-yl)oxy)pyrimidin-2-yl)amino)propane-1,3-diol